Monopropylene Glycol Acrylate C(C=C)(=O)O.CC(CO)O